C1(CCC1)NC(C[C@H](CCN1CCC(CC1)(F)F)NC(=O)C1=NN(C(=C1)C1=C(C=CC=C1)CC)C1CCCC1)=O (3S)-N-cyclobutyl-3-{[1-cyclopentyl-5-(2-ethylphenyl)-1H-pyrazol-3-yl]formamido}-5-(4,4-difluoropiperidin-1-yl)pentanamide